C(C1=CC=CC=C1)OC1=CC2=C(C3(C(O2)(C(C(C3O)C(=O)OC)C3=CC=CC=C3)C3=CC=C(C=C3)OC)O)C(=C1)OC Methyl 6-benzyloxy-1,8b-dihydroxy-8-methoxy-3a-(4-methoxyphenyl)-3-phenyl-2,3-dihydro-1H-cyclopenta[b]benzofuran-2-carboxylate